ClC=1C(=C(C2=C(N(C=N2)C2CN(C2)C(C=C)=O)C1)F)C1=C(C=CC=C1O)F 1-(3-(6-chloro-4-fluoro-5-(2-fluoro-6-hydroxyphenyl)-1H-benzo[d]imidazol-1-yl)azetidin-1-yl)prop-2-en-1-one